[(3S)-3-(1H-1,2,4-Triazol-5-yl)pyrrolidin-1-yl]-[6-[3-(trifluoromethoxy)phenyl]sulfonyl-2-azaspiro[3.3]heptan-2-yl]methanone N1N=CN=C1[C@@H]1CN(CC1)C(=O)N1CC2(C1)CC(C2)S(=O)(=O)C2=CC(=CC=C2)OC(F)(F)F